N(=[N+]=[N-])C1=NC(=NC(=C1)C)SC 4-azido-6-methyl-2-(methylthio)pyrimidine